C(CC)(=O)O[C@H]1CC[C@@H]2[C@@]1(CC[C@@H]1[C@]3(CCC=4N=C(SC4C3=CC[C@@H]21)NCC2=CC=CC=C2)C)C (5aR,5bS,7aS,8S,10aS,10bR)-2-(benzylamino)-5a,7a-dimethyl-5,5a,5b,6,7,7a,8,9,10,10a,10b,11-dodecahydro-4H-cyclopenta[7,8]phenanthro[2,1-d]thiazol-8-yl propionate